C(C)O\C=C(/C(=O)OCC)\C(C(F)F)=O (Z)-ethyl 2-(ethoxymethylene)-4,4-difluoro-3-oxobutanoate